(9aR)-8-(2-(3-Cyanophenyl)propyl)-9-oxooctahydro-2H-pyrazino[1,2-a]pyrazin C(#N)C=1C=C(C=CC1)C(CN1C([C@@H]2N(CCNC2)CC1)=O)C